2-(((1r,4r)-4-hydroxycyclohexyl)amino)-4-phenyl-5,7-dihydro-6H-pyrrolo[3,4-d]pyrimidine-6-carbonitrile OC1CCC(CC1)NC=1N=C(C2=C(N1)CN(C2)C#N)C2=CC=CC=C2